C(C)N(C1=CC=C(C=O)C=C1)CC p-diethylamino-benzaldehyde